[Ru].[Cr] chromium-ruthenium